(2S)-2-[9H-fluoren-9-ylmethoxycarbonyl-(methyl)amino]-4-oxo-4-prop-2-enyloxybutyric acid C1=CC=CC=2C3=CC=CC=C3C(C12)COC(=O)N([C@H](C(=O)O)CC(OCC=C)=O)C